BrC=1C=CC(=NC1C)NS([O-])(=O)=O.[Na+].NCCCCCCNC1=C2NC=NC2=NC=N1 N6-(6-aminohexyl)adenine Sodium N-(5-bromo-6-methylpyridin-2-yl)sulfamate